3,6-dichloro-1,5-dinitrobenzene ClC=1C=C(C(=C(C1)[N+](=O)[O-])Cl)[N+](=O)[O-]